C(CCCCC)(=O)[O-].ClC1=CC=C(C(C(=O)N)=C1)O.[Na+] sodium 5-chlorosalicylamide hexanoate